C(C1=CC=CC=C1)S(=O)C1=NC=C(C=C1)Br 2-(benzylsulfinyl)-5-bromopyridine